1,6-bis(N,N-Dibenzylthiocarbamoyldithio)-hexan C(C1=CC=CC=C1)N(C(=S)SSCCCCCCSSC(N(CC1=CC=CC=C1)CC1=CC=CC=C1)=S)CC1=CC=CC=C1